C1(CCCC1)CC(=O)N1CC=2C=CC(=NC2CC1)N1C[C@H](NCC1)CO (S)-2-cyclopentyl-1-(2-(3-(hydroxymethyl)piperazin-1-yl)-7,8-dihydro-1,6-naphthyridin-6(5H)-yl)ethan-1-one